BrC1=CC(N(C=C1OC1=C(C=CC=C1C)C)CC)=O 4-bromo-5-(2,6-dimethylphenoxy)-1-ethylpyridin-2(1H)-one